5-(4,4-difluoropiperidine-1-carbonyl)-2-(3-hydroxy-3-methylbutyl)-1H-pyrrolo[2,3-b]-pyrrole FC1(CCN(CC1)C(=O)C1=CC2=C(N1)NC(=C2)CCC(C)(C)O)F